3-[(2-bromoethyl)oxy]-1,2-difluoro-4-nitrobenzene BrCCOC=1C(=C(C=CC1[N+](=O)[O-])F)F